C12CC(C1)(C2)N2CC=C(C=C2)NC(CC2=C(C=CC(=C2)Cl)O)=O N-(3-Bicyclo[1.1.1]pentanyl)-4-[[2-(5-chloro-2-hydroxyphenyl)acetyl]amino]pyridin